3-(6-amino-5-(2-methylthiazol-5-yl)pyridin-3-yl)-N-(1-(hydroxymethyl)-2-oxabicyclo[2.1.1]hexan-4-yl)-4-methylbenzenesulfonamide NC1=C(C=C(C=N1)C=1C=C(C=CC1C)S(=O)(=O)NC12COC(C1)(C2)CO)C2=CN=C(S2)C